CC(C(=O)NC=1C=C(C=C(C1)NC(C(C)(C)C)=O)NC(C(C)(C)C)=O)(C)C N-[3,5-bis(2,2-dimethylpropionylamino)-phenyl]-2,2-dimethylpropionamide